C(C)(=O)NC=1C(=CC=C2C=C(C(NC12)=O)C(=O)NC1CS(C=C1)(=O)=O)C(C)C 8-acetamido-N-(1,1-dioxido-2,3-dihydrothiophen-3-yl)-7-isopropyl-2-oxo-1,2-dihydroquinoline-3-carboxamide